2-fluoro-4-(1-(4-(1-(2-hydroxyethyl)-1H-pyrazol-4-yl)phenyl)-3-((quinuclidin-4-ylmethyl)amino)-1H-pyrazol-5-yl)benzonitrile FC1=C(C#N)C=CC(=C1)C1=CC(=NN1C1=CC=C(C=C1)C=1C=NN(C1)CCO)NCC12CCN(CC1)CC2